N1CC(C1)OC=1C=C2CN(C(C2=CC1)=O)C1C(NC(CC1)=O)=O 3-[5-(azetidin-3-yloxy)-1-oxo-isoindolin-2-yl]piperidine-2,6-dione